ClCCN(C1=C(C2=C(N(C(=N2)CCCC(=O)O)C)C=C1)C=O)CCCl 4-[5-[bis(2-chloroethyl)amino]-4-formyl-1-methyl-1H-benzo[d]imidazol-2-yl]butanoic acid